COC1=CC(=NC=C1OC1=CC=C(C=C1)C(F)(F)F)C(=O)N1CCC(CC1)C1=C(C=C(N=N1)N)C 6-(1-{4-Methoxy-5-[4-(trifluoro-methyl)phenoxy]pyridine-2-carbonyl}piperidin-4-yl)-5-methylpyridazin-3-amine